3-methoxy-2-(4,4,5,5-tetramethyl-1,3,2-dioxaborolan-2-yl)benzonitrile COC=1C(=C(C#N)C=CC1)B1OC(C(O1)(C)C)(C)C